tert-butyl [3-(4-{[trans-3-(trifluoromethoxy)cyclopentyl]oxy}-1H-pyrazol-1-yl)bicyclo[1.1.1]pentan-1-yl]carbamate FC(O[C@@H]1C[C@H](CC1)OC=1C=NN(C1)C12CC(C1)(C2)NC(OC(C)(C)C)=O)(F)F